ClC1=C(C(=CC(=C1)CC=C)OC)O chloroeugenol